N,N'-bisacrylethylenediamine C(=O)(C=C)NCCNC(=O)C=C